FC(OC1(CCC1)C(=O)NNC(=O)[C@@H]1CC[C@H](CO1)NC(OC(C)(C)C)=O)(F)F tert-butyl ((3R,6S)-6-(2-(3-cis-(trifluoromethoxy)cyclobutanecarbonyl)hydrazinecarbonyl)tetrahydro-2H-pyran-3-yl)carbamate